2-(2-methoxyphenyl)acetamide COC1=C(C=CC=C1)CC(=O)N